chromium-zirconium-nickel [Ni].[Zr].[Cr]